aminomethyl-aniline NCNC1=CC=CC=C1